(R,E)-N-(1-(6-chloro-3-methyl-4-oxo-2-(tetrahydro-2H-pyran-4-yl)-3,4-dihydroquinazolin-8-yl)ethylidene)-2-methylpropane-2-sulfinamide ClC=1C=C2C(N(C(=NC2=C(C1)\C(\C)=N\[S@](=O)C(C)(C)C)C1CCOCC1)C)=O